((3R,4R)-1-(5-chloro-4-((1-methyl-2-oxoindol-5-yl)amino)pyrimidin-2-yl)-3-methyl-1H-indazol-3-yl)-3-methylpiperidin-2,6-dione ClC=1C(=NC(=NC1)N1N[C@@](C2=CC=CC=C12)(C)N1C(C(CCC1=O)C)=O)NC=1C=C2CC(N(C2=CC1)C)=O